COC=1C=C2C(=CC=NC2=CN1)O 6-methoxy-1,7-naphthyridin-4-ol